ClC=1C=C(C(=NC1)C(=O)N)\C=C\OCC (E)-5-Chloro-3-(2-ethoxyvinyl)picolinamide